(R)-5-(2-(5-fluoro-2-methoxypyridin-3-yl)pyrrolidin-1-yl)-N-(3-hydroxypropyl)pyrazolo[1,5-a]pyrimidine-3-carboxamide FC=1C=C(C(=NC1)OC)[C@@H]1N(CCC1)C1=NC=2N(C=C1)N=CC2C(=O)NCCCO